C(C)(C)(C)OC(=O)NCC=1C=C(C=CC1)N1N=C(C=C1C(=O)NC=1C(=C2CCN(CC2=CC1)C(=O)OCCCC)F)C(F)(F)F butyl 6-(1-(3-((tert-butoxycarbonylamino)methyl)phenyl)-3-(trifluoromethyl)-1H-pyrazole-5-carboxamido)-5-fluoro-3,4-dihydroisoquinoline-2(1H)-carboxylate